FC=1C(=C(C=CC1F)[C@H]1[C@@H](N([C@]([C@H]1C)(C(F)(F)F)C)C(C(F)(F)F)=O)C(=O)NC1=CC(=NC=C1)C(=O)N)OC([2H])([2H])[2H] 4-((2R,3S,4S,5R)-3-(3,4-difluoro-2-(methoxy-d3)phenyl)-4,5-dimethyl-1-(2,2,2-trifluoroacetyl)-5-(trifluoromethyl)pyrrolidine-2-carboxamido)picolinamide